3-(2-benzenesulfonamido-2-{7-[(2-methoxyethyl)(methyl)amino]-1,3-benzothiazol-2-yl}ethyl)-N'-hydroxybenzene-1-carboximidamide C1(=CC=CC=C1)S(=O)(=O)NC(CC=1C=C(C=CC1)C(N)=NO)C=1SC2=C(N1)C=CC=C2N(C)CCOC